C(C)N1NC(C=2C1=NC(=CC2)NC2=NC=C(C(=N2)N[C@H](CO)C2=CC=CC=C2)C=2OC(=NN2)C=2C=NC=CC2)=O (S)-1-ethyl-6-((4-((2-hydroxy-1-phenylethyl)amino)-5-(5-(pyridin-3-yl)-1,3,4-oxadiazol-2-yl)pyrimidin-2-yl)amino)-1,2-dihydro-3H-pyrazolo[3,4-b]pyridin-3-one